CC(C)[C@@](C)(C(=O)O)N (S)-(-)-α-Methylvaline